C(C)OC(=O)C1[C@@H]2CC[C@H](CN1)N2CC2=CC=C(C=C2)OC (1s,5r)-8-(4-methoxybenzyl)-3,8-diazabicyclo[3.2.1]octane-2-carboxylic acid ethyl ester